N-[3-[2-[[1-(cyclopropylmethyl)pyrazol-4-yl]amino]pyrimidin-4-yl]-1-methyl-indol-6-yl]prop-2-enamide C1(CC1)CN1N=CC(=C1)NC1=NC=CC(=N1)C1=CN(C2=CC(=CC=C12)NC(C=C)=O)C